1-methyl-4-(butyloxymethyl)benzene CC1=CC=C(C=C1)COCCCC